O1SOCC1 2,2-dioxa-1,3,2-dioxathiolane